C(CC)N(S(=O)(=O)C1=C(C(=O)N(CCC)CCC)C=CC=C1)CCC (dipropylsulfamoyl)-N,N-dipropylbenzamide